C1(=CC=CC2=CC=CC=C12)C(C)C1=NC(=NO1)C=1C=C(C=C(C1)C(F)(F)F)NCC1=CC=C(S1)C(=O)O 5-(((3-(5-(1-(Naphthalen-1-yl)ethyl)-1,2,4-oxadiazol-3-yl)-5-(trifluoromethyl)phenyl)amino)methyl)thiophene-2-carboxylic acid